N,N-Dimethyl[5-(p-chlorophenyl)-6-(1-{[p-(trifluoromethyl)phenyl]methyl}-1H-pyrazol-4-yl)-4-pyrimidinyl]amine CN(C)C1=NC=NC(=C1C1=CC=C(C=C1)Cl)C=1C=NN(C1)CC1=CC=C(C=C1)C(F)(F)F